[2',6'-diisopropyl-4'-(benzhydryl)-biphenyl-2-yl]-dicyclohexylphosphine C(C)(C)C1=C(C(=CC(=C1)C(C1=CC=CC=C1)C1=CC=CC=C1)C(C)C)C1=C(C=CC=C1)P(C1CCCCC1)C1CCCCC1